tetrahydrothiophene-2-carboxamide S1C(CCC1)C(=O)N